bis-TBDMS ether [Si](C)(C)(C(C)(C)C)O[Si](C)(C)C(C)(C)C